tert-butyl-3-(7-bromo-2-(2,2-dimethoxyethoxy)-8-fluoro-6-(trifluoromethyl)quinazolin-4-yl)-3,8-diazabicyclo[3.2.1]octane C(C)(C)(C)C12CN(CC(CC1)N2)C2=NC(=NC1=C(C(=C(C=C21)C(F)(F)F)Br)F)OCC(OC)OC